FC=1C=C(C=CC1F)C1(CC1)OCC(=O)N1CC2COCC(C1)N2C2=NC=C(C#N)C=C2 6-(7-(2-(1-(3,4-difluorophenyl)cyclopropoxy)acetyl)-3-oxa-7,9-diazabicyclo[3.3.1]nonan-9-yl)nicotinonitrile